BrC=1C=C(C#N)C=C(C1OC(F)F)N1CCN(CC1)C1COC1 3-bromo-4-(difluoromethoxy)-5-[4-(oxetan-3-yl)piperazin-1-yl]benzonitrile